C(C)(C)(C)OC(=O)N1CCC(CC1)C1=NC(=CC=C1)OCC1=C(C=C(C=C1)C(=O)C1CC1)C 4-(6-((4-(cyclopropanecarbonyl)-2-methylbenzyl)oxy)pyridin-2-yl)piperidine-1-carboxylic acid tert-butyl ester